2-(4-(1H-indole-2-carbonyl)piperazin-1-yl)-N-((1r,4r)-4-hydroxycyclohexyl)-2-oxoacetamide N1C(=CC2=CC=CC=C12)C(=O)N1CCN(CC1)C(C(=O)NC1CCC(CC1)O)=O